((2R,7aS)-2-Fluorotetrahydro-1H-pyrrolizin-7a(5H)-yl-5,5-d2)methanol F[C@@H]1C[C@@]2(CCC(N2C1)([2H])[2H])CO